ClC1=C(C=CC(=C1)C(=C)C(F)(F)F)C 2-chloro-1-methyl-4-(3,3,3-trifluoroprop-1-en-2-yl)benzene